1-(5-chloro-2-methylpyridin-3-yl)ethyl (1-methyl-4-(5-(methylsulfonamido)pyridin-2-yl)-1H-1,2,3-triazol-5-yl)carbamate CN1N=NC(=C1NC(OC(C)C=1C(=NC=C(C1)Cl)C)=O)C1=NC=C(C=C1)NS(=O)(=O)C